O[13CH2][13CH](O)[13CH2]O [13C3]-glycerol